N-[2-(1-benzylpiperidin-4-yl)ethyl]-1-(3,4,5-trifluorophenyl)piperidine-4-carboxamide C(C1=CC=CC=C1)N1CCC(CC1)CCNC(=O)C1CCN(CC1)C1=CC(=C(C(=C1)F)F)F